2,2-dimethylpiperidin-3-ol CC1(NCCCC1O)C